2-(2-oxo-1-imidazolidinyl)ethyl-methacrylic acid O=C1N(CCN1)CCC=C(C(=O)O)C